C(C1=CC=CC=C1)N1C=2N(C(N(C1=O)CC1=CC=CC=C1)=O)[C@@H](C(N1C2CC[C@H]1C(=O)OCC)=O)CC1=CC=CC=C1 ethyl (6R,9S)-1,3,6-tribenzyl-2,4,7-trioxo-1,3,4,6,7,9,10,11-octahydro-2H-pyrrolo[2',1':3,4]pyrazino[1,2-a][1,3,5]triazine-9-carboxylate